C(C)(C)(C)OC(CCCCCCCCCCCCCCN[C@@H](C)C(=O)O)=O (15-(tert-butoxy)-15-oxopentadecyl)-L-alanine